FC(C1(CC1)N1C=C(C(=CC1=O)NC1CCN(CC1)C)C(=O)O)F 1-[1-(difluoromethyl)cyclopropyl]-4-[(1-methyl-4-piperidyl)amino]-6-oxo-pyridine-3-carboxylic acid